2-Methyl-5-[(9E,11E)-pentadeca-9,11-dienyl]benzene-1,3-diol CC1=C(C=C(C=C1O)CCCCCCCC\C=C\C=C\CCC)O